N-tert-butyl-6-[(2,6-difluoro-4-pyridyl)amino]-3-methoxy-pyridine-2-carboxamide C(C)(C)(C)NC(=O)C1=NC(=CC=C1OC)NC1=CC(=NC(=C1)F)F